2-(2-bromo-3-isopropyl-1H-indol-5-yl)morpholine-4-carboxylic acid tert-butyl ester C(C)(C)(C)OC(=O)N1CC(OCC1)C=1C=C2C(=C(NC2=CC1)Br)C(C)C